4-(tert-butyl)benzonitrile C(C)(C)(C)C1=CC=C(C#N)C=C1